(R)-1-(2-(methylsulfonyl)ethyl)-4-(8-phenyl-7,8-dihydro-6H-pyrrolo[2',1':2,3]imidazo[4,5-b]pyridin-2-yl)pyridin-2(1H)-one CS(=O)(=O)CCN1C(C=C(C=C1)C1=CC=C2C(=N1)N1C(=N2)CC[C@@H]1C1=CC=CC=C1)=O